N(N)C1=NC(=CC(=N1)C#N)NC1=CC(=CC(=C1)OC)OC 2-hydrazino-6-[(3,5-dimethoxyphenyl)amino]pyrimidine-4-carbonitrile